(S)-5-chloro-2-(2-methyl-4-(1,4-dioxaspiro[4.5]decan-8-yl)benzo[d][1,3]dioxol-2-yl)pyridine ClC=1C=CC(=NC1)[C@@]1(OC2=C(O1)C=CC=C2C2CCC1(OCCO1)CC2)C